C(C1=CC=CC=C1)[C@@H]1N(C(OC1)=O)C1=CC(=CC(=N1)C(C)NC=1C(=NC(=CC1)C#N)C(=O)O)C 3-((1-(6-((S)-4-Benzyl-2-oxooxazolidin-3-yl)-4-methylpyridin-2-yl)ethyl)amino)-6-cyanopicolinic acid